(R)-tert-butyl 3-((S)-3-(3-(bromomethyl)phenyl)-1-(tert-butoxy)-1-oxopropan-2-yl)pyrrolidine-1-carboxylate BrCC=1C=C(C=CC1)C[C@H](C(=O)OC(C)(C)C)[C@@H]1CN(CC1)C(=O)OC(C)(C)C